N-(5-(tert-butyl)isoxazol-3-yl)-2-(4-(4-cyano-6-(1-methyl-1H-pyrazol-4-yl)pyrazolo[1,5-a]pyridin-3-yl)phenyl)-2,2-difluoroacetamide C(C)(C)(C)C1=CC(=NO1)NC(C(F)(F)C1=CC=C(C=C1)C=1C=NN2C1C(=CC(=C2)C=2C=NN(C2)C)C#N)=O